1-[3-[5-Bromo-2-(8-chloro-4-oxochromen-2-yl)phenoxy]propyl]-5-oxopyrrolidin BrC=1C=CC(=C(OCCCN2CCCC2=O)C1)C=1OC2=C(C=CC=C2C(C1)=O)Cl